3-[7-[(4R)-3,3-Difluoro-4-piperidyl]-1-methyl-indazol-3-yl]piperidine-2,6-dione FC1(CNCC[C@@H]1C=1C=CC=C2C(=NN(C12)C)C1C(NC(CC1)=O)=O)F